C(CCCCCCCCCCC)(=O)O.C(CCCCCCCCCCC)(=O)OCC ethyl dodecanoate (laurate)